ClCC(=O)N[C@H]1CN(CCC1)C1CCC1 2-chloro-N-[(3R)-1-cyclobutyl-3-piperidinyl]Acetamide